(2-Imino-thiazol-3-yl)acetic acid dihydrochloride Cl.Cl.N=C1SC=CN1CC(=O)O